NC1=CC=C(C=C1)CCN1[C@H](O[C@H](C1=O)C)C=1C(=NN(C1)C1=CC=C(C=C1)Br)C1=CSC=C1 (2R,5S)-3-(4-aminophenyl-ethyl)-2-(1-(4-bromophenyl)-3-(thiophen-3-yl)-1H-pyrazol-4-yl)-5-methyl-oxazolidin-4-one